methyl 2-bromo-4-(4-[[2-(4-chlorophenyl)cyclohept-1-en-1-yl]methyl]piperazin-1-yl)benzoate BrC1=C(C(=O)OC)C=CC(=C1)N1CCN(CC1)CC1=C(CCCCC1)C1=CC=C(C=C1)Cl